C[Si](CCOCN1C(=NN=C1)S)(C)C 4-[[2-(trimethylsilyl)ethoxy]methyl]-1,2,4-triazole-3-thiol